OCC(CCC(C(=O)O)(C)C1=CC(=CC=C1)I)C 6-hydroxy-2-(3-iodophenyl)-2,5-dimethylhexanoic acid